CN1N=C(C=C1S(=O)(=O)N1CC2(C1)CN(C2)C[C@H]2COCC2)C(F)(F)F (S)-2-((1-methyl-3-(trifluoromethyl)-1H-pyrazol-5-yl)sulfonyl)-6-((tetrahydrofuran-3-yl)methyl)-2,6-diazaspiro[3.3]heptane